ClC=1C=CC(=C(C1)[C@H](CC(=O)O)CC(=O)NC)F (S)-3-(5-chloro-2-fluorophenyl)-5-(methylamino)-5-oxopentanoic acid